C(C)(C)C=1C=C2CC(C(C2=CC1)=O)=O 5-isopropyl-1H-indene-1,2(3H)-dione